Tetrachlorogold Cl[Au](Cl)(Cl)Cl